ClC=1C(=CC(=NC1)OC)C1=CC(=NN1)C(=O)N1CCC(CC1)C(=O)NCC1=CN=C(O1)C 1-(5-(5-chloro-2-methoxypyridin-4-yl)-1H-pyrazole-3-carbonyl)-N-((2-methyl-oxazol-5-yl)methyl)piperidine-4-carboxamide